4-((3,3-difluorocyclobutyl)methoxy)-6,7-dimethyl-2-((2S)-2-(1-methyl-1H-pyrazol-4-yl)-4-morpholinyl)pyrido[2,3-d]pyrimidine FC1(CC(C1)COC=1C2=C(N=C(N1)N1C[C@@H](OCC1)C=1C=NN(C1)C)N=C(C(=C2)C)C)F